CN1N=NC(=C1)N1[C@H]([C@H](CC1)NS(=O)(=O)C)CO[C@@H]1CC[C@@H](CC1)C1=CC=CC=C1 N-((CIS)-1-(1-methyl-1H-1,2,3-triazol-4-yl)-2-((((CIS)-4-phenylcyclohexyl)oxy)methyl)-pyrrolidin-3-yl)methanesulfonamide